OC=1C=C2C(=NN(C2=CC1)C1OCCCC1)C=1C=C(C=NC1)O[C@@H](COCC[C@@H](C)CS(=O)(=O)[O-])C [(1R)-3-[(2R)-2-[[5-(5-hydroxy-1-tetrahydropyran-2-yl-indazol-3-yl)-3-pyridyl]oxy]propoxy]-1-methyl-propyl]methanesulfonate